C(C)OC(=O)C1=C(N(C(=C1C=O)C)C1=CC(=CC=C1)N1N=CC=N1)C.O1C(CCCC1)OC(C)C1=CC=NC=C1 4-(1-tetrahydropyran-2-yloxyethyl)pyridine ethyl-4-formyl-2,5-dimethyl-1-[3-(triazol-2-yl)phenyl]pyrrole-3-carboxylate